3-(3,5-dimethyl-1-(3-methyl-[1,2,4]triazolo[4,3-b]pyridazin-6-yl)-1H-pyrazol-4-yl)-1-(4-(4-fluoro-3-(trifluoromethyl)benzyl)piperazin-1-yl)propan-1-one CC1=NN(C(=C1CCC(=O)N1CCN(CC1)CC1=CC(=C(C=C1)F)C(F)(F)F)C)C=1C=CC=2N(N1)C(=NN2)C